BrC1=C(C=C2C=CN(C2=C1)C(=O)OC(C)(C)C)F tert-Butyl 6-bromo-5-fluoro-1H-indole-1-carboxylate